1-bromo-10-((8Z,11Z)-heptadeca-8,11-dien-1-yl)-8,8-dimethyl-13-octyl-7,9,11-trioxa-14,15-dithia-8-silapentacosane BrCCCCCCO[Si](OC(OCC(SSCCCCCCCCCC)CCCCCCCC)CCCCCCC\C=C/C\C=C/CCCCC)(C)C